N1(CCC1)C1=NC(=NC(=C1)C1=CC(=CC=C1)OC)N 4-(Azetidin-1-yl)-6-(3-methoxyphenyl)pyrimidin-2-amine